ClCC(=O)[C@@H]1N(CCC1)C(=O)OC(C)(C)C |r| rac-tert-butyl 2-(2-chloroacetyl)pyrrolidine-1-carboxylate